ClC=1C=C2[C@](NC(N(C2=CC1CO)CC1=CC=C(C=C1)OC)=O)(C(F)(F)F)C#CC1CC1 (S)-6-chloro-4-(cyclopropylethynyl)-7-(hydroxymethyl)-1-(4-methoxybenzyl)-4-(trifluoromethyl)-3,4-dihydroquinazolin-2(1H)-one